C(C)OC1(C(N(C2=CC(=CC=C12)C(=O)OC)C)=O)C methyl 3-ethoxy-1,3-dimethyl-2-oxoindoline-6-carboxylate